FC(CN1N=C(C(=C1)C1=NC=NC2=CC(=C(C=C12)O)C=1C=NN(C1)C)C1=CC=CC=C1)F 4-(1-(2,2-difluoroethyl)-3-phenyl-1H-pyrazol-4-yl)-7-(1-methyl-1H-pyrazol-4-yl)quinazolin-6-ol